OCCN1N=C(N=C1C(NC(CC)CC)=O)C=1C=C(C=CC1)C=1OC(=CN1)C(=O)NC(CC)CC 2-(3-(1-(2-hydroxyethyl)-5-(pentan-3-ylcarbamoyl)-1H-1,2,4-triazol-3-yl)phenyl)-N-(pentan-3-yl)oxazole-5-carboxamide